5-Amino-4-(2-chloro-5-fluorophenyl)-8-(2-(methoxymethoxy)ethyl)-3,4-dihydroisoquinolin-1(2H)-one NC1=C2C(CNC(C2=C(C=C1)CCOCOC)=O)C1=C(C=CC(=C1)F)Cl